3-fluoro-2-(4-(((1r,3r)-3-hydroxy-3-methylcyclobutyl)amino)phthalazin-1-yl)phenol FC=1C(=C(C=CC1)O)C1=NN=C(C2=CC=CC=C12)NC1CC(C1)(C)O